(Z)-4-ethyl-N'-hydroxy-3,4-dihydro-2H-benzo[b][1,4]oxazine-7-carboxamidine C(C)N1C2=C(OCC1)C=C(C=C2)/C(=N/O)/N